(R)-5-chloro-1-(1-methyl-1H-pyrazol-3-yl)-3-(3-methylmorpholino)pyrazin-2(1H)-one ClC=1N=C(C(N(C1)C1=NN(C=C1)C)=O)N1[C@@H](COCC1)C